FC(C1=CC=NC2=C(C(=CC=C12)[N+](=O)[O-])OC)F 4-(difluoromethyl)-8-methoxy-7-nitroquinoline